S1C(=CC=C1)C1=CC(OCC1)=O 4-(thiophen-2-yl)-5,6-dihydro-2H-pyran-2-one